2-[3-[(3R)-3-[[2-chloro-3-(trifluoromethyl)phenyl]methyl-(2,2-diphenylethyl)amino]butoxy]phenyl]acetic acid ClC1=C(C=CC=C1C(F)(F)F)CN([C@@H](CCOC=1C=C(C=CC1)CC(=O)O)C)CC(C1=CC=CC=C1)C1=CC=CC=C1